4-iodo-5-(((2-methoxyethyl)methyl)amino)pyridin-2(1H)-one IC1=CC(NC=C1NCCCOC)=O